2-(5-(piperazin-1-ylmethyl)pyridin-2-yl)ethan-1-ol hydrochloride Cl.N1(CCNCC1)CC=1C=CC(=NC1)CCO